N-cyclopropyl-6-((3-(methylcarbamoyl)-1H-pyrazol-4-yl)amino)-8-(methylamino)imidazo[1,2-b]Pyridazine-3-carboxamide C1(CC1)NC(=O)C1=CN=C2N1N=C(C=C2NC)NC=2C(=NNC2)C(NC)=O